BrC1=CC=C2[C@@H](CCC(C2=C1)=O)CC |r| rac-7-bromo-4-ethyl-1,2,3,4-tetrahydro-1-naphthalenone